(1S,5S)-6-(4-Bromophenyl)-N-(2-hydroxyethyl)-9,9-dimethyl-3,6-diazabicyclo[3.2.2]nonane-3-carboxamide BrC1=CC=C(C=C1)N1[C@@H]2CN(C[C@H](C1)CC2(C)C)C(=O)NCCO